OC[C@H]1NC[C@@H]([C@H]([C@@H]1O)O)O (2R,3R,4R,5S)-2-(hydroxymethyl)piperidine-3,4,5-triol